6-Fluoro-N-[4-fluoro-2-methyl-5-(1-methyltetrazol-5-yl)phenyl]pyrazolo[1,5-a]pyridine-3-carboxamide FC=1C=CC=2N(C1)N=CC2C(=O)NC2=C(C=C(C(=C2)C2=NN=NN2C)F)C